(3-amino-6-bromopyrazin-2-yl)-1H-pyrazol-4-ol NC=1C(=NC(=CN1)Br)N1N=CC(=C1)O